1-(2-chlorophenyl)-N-[4-(2,4-dioxo-1,2,3,4-tetrahydronaphtho[1,2-b][1,4]diazepin-5-yl)benzyl]methanesulfonamide ClC1=C(C=CC=C1)CS(=O)(=O)NCC1=CC=C(C=C1)N1C2=C(NC(CC1=O)=O)C1=CC=CC=C1C=C2